1-(2-amino-4-chloro-6-fluorophenyl)ethanone NC1=C(C(=CC(=C1)Cl)F)C(C)=O